FC=1C=C(C=CC1)C=1OC2=C(C=C(C=C2C(C1C)=O)C)[C@@H](C)NC1=C(C=CC=C1)C=1N=NNN1 2-(3-Fluorophenyl)-3,6-dimethyl-8-[(1R)-1-[2-(2H-tetrazol-5-yl)anilino]ethyl]chromen-4-one